CC1(C(C(CCC1)C)=CC=O)C (2,2,6-trimethylcyclohexylidene)acetaldehyde